1,1-bis(tert-butylperoxy)-2,5-dimethylcyclohexane C(C)(C)(C)OOC1(C(CCC(C1)C)C)OOC(C)(C)C